(S)-1-cyano-N-(5-(4-cyanophenyl)thiazol-2-yl)pyrrolidine-3-carboxamide C(#N)N1C[C@H](CC1)C(=O)NC=1SC(=CN1)C1=CC=C(C=C1)C#N